2,5-Dioxopyrrolidin-1-yl (s)-6-{[1,5-bis(bis{2-[(α-D-mannopyranosyl)oxy] ethyl} amino)-1,5-dioxopentan-2-yl]amino}-6-oxohexanoate [C@H]1([C@@H](O)[C@@H](O)[C@H](O)[C@H](O1)CO)OCCN(C([C@H](CCC(=O)N(CCO[C@@H]1[C@@H](O)[C@@H](O)[C@H](O)[C@H](O1)CO)CCO[C@@H]1[C@@H](O)[C@@H](O)[C@H](O)[C@H](O1)CO)NC(CCCCC(=O)ON1C(CCC1=O)=O)=O)=O)CCO[C@@H]1[C@@H](O)[C@@H](O)[C@H](O)[C@H](O1)CO